C1(CC1)S(=O)(=O)N1N=CC(=C1)C1=NC=CC(=N1)NC1=NC=C(C(=C1)N[C@@H]1C[C@H](CCC1)O)C1=NN(C=C1)C(F)F (1S,3S)-3-((2-((2-(1-(Cyclopropylsulfonyl)-1H-pyrazol-4-yl)pyrimidin-4-yl)amino)-5-(1-(difluoromethyl)-1H-pyrazol-3-yl)pyridin-4-yl)amino)cyclohexan-1-ol